NC1=NC(N(C=C1F)[C@@H]1OC([C@H]([C@@H]1F)O)(CO)CO)=O 4-amino-5-fluoro-1-((2R,3S,4R)-3-fluoro-4-hydroxy-5,5-bis(hydroxymethyl)tetrahydrofuran-2-yl)pyrimidin-2(1H)-one